CC(CCO)C 3-Methylbutanol